C(C)(=O)OC1=C(C=CC=C1)C1OC2=CC(=C(C(=C2C(C1)=O)O)CC=C(CC)C)OC(C)=O Acetic acid 2-(2-acetoxy-phenyl)-6-(3-methyl-pent-2-enyl)-5-hydroxy-4-oxo-chroman-7-yl Ester